(S)-6-(1-(4,4-difluorocyclohexyl)-5-(3,5-dimethylisoxazol-4-yl)-1H-benzo[d]imidazol-2-yl)-1-(6-fluoropyridin-3-yl)piperidin-2-one FC1(CCC(CC1)N1C(=NC2=C1C=CC(=C2)C=2C(=NOC2C)C)[C@@H]2CCCC(N2C=2C=NC(=CC2)F)=O)F